Cl.FC=1C(=NC(=CC1)S(=O)(=O)C)C[C@H](N)C1=C(C=CC=C1)C1=NOC2=C1C=CC(=C2)F (S)-2-(3-Fluoro-6-methylsulfonylpyridin-2-yl)-1-[2-(6-fluorobenzo[d]isoxazol-3-yl)phenyl]ethan-1-amine hydrochloride